ClC=1C=C2C(=NC(=NC2=C(C1C1=C2C=NNC2=CC=C1C)F)C1=CN=CS1)N1CCN(CC1)C(=O)OC(C)(C)C tert-Butyl 4-(6-chloro-8-fluoro-7-(5-methyl-1H-indazol-4-yl)-2-(thiazol-5-yl)quinazolin-4-yl)piperazine-1-carboxylate